ClC=1C=CC2=C(NC(=N2)C(N2C(C3=CC=CC=C3C2)=O)C2=C(C=CC=C2)OC)C1 2-((6-chloro-1H-benzo[d]imidazol-2-yl)(2-methoxyphenyl)methyl)isoindolin-1-one